COC1=C(OCCNC(C2=CC(=CC=C2)NC2=CC=NC3=CC(=CC=C23)C(F)(F)F)=O)C=CC=C1 N-[2-(2-methoxyphenoxy)ethyl]-3-[(7-trifluoromethylquinolin-4-yl)amino]benzamide